ClC1=C(C(=C(C#N)C(=C1)OC1CC1)I)F 4-chloro-6-cyclopropoxy-3-fluoro-2-iodobenzonitrile